N-[({[(1Z)-1-cyano-2-ethoxy-2-oxoethylidene]amino}oxy)(morpholin-4-yl)methylene]-N-methylmethanaminium hexafluorophosphate F[P-](F)(F)(F)(F)F.C(#N)/C(/C(=O)OCC)=N/OC(=[N+](C)C)N1CCOCC1